[Ti].[V].[C] carbon vanadium-titanium